(+/-)-1-benzyl-N5-(2-(hydroxymethyl)cyclopropyl)-N3-methyl-2-oxo-1,2-dihydropyridine-3,5-dicarboxamide C(C1=CC=CC=C1)N1C(C(=CC(=C1)C(=O)NC1C(C1)CO)C(=O)NC)=O